N'-[4-[(tert-butyldimethylsilyl)oxy]-2-ethyl-phenyl]-4-[[(3S)-tetrahydrofuran-3-yl]amino]-6-(4,4,5,5-tetramethyl-1,3,2-dioxaborolan-2-yl)pyrrolo[1,2-b]pyridazine-3-carboxamidine [Si](C)(C)(C(C)(C)C)OC1=CC(=C(C=C1)N=C(N)C1=C(C=2N(N=C1)C=C(C2)B2OC(C(O2)(C)C)(C)C)N[C@@H]2COCC2)CC